COC(C1=CC=C(C=C1)CN1C2=CC=CC=C2C=2CCN(CC12)C(C1=CC(=CC=C1)F)=O)=O 4-[2-(3-fluorobenzoyl)-2,3,4,9-tetrahydro-1H-β-carbolin-9-ylmethyl]-benzoic acid methyl ester